ClC1=CC=C(C=C1)[C@@]1(N(C(C2=CC(=CC(=C12)F)C(CC)(O)C1(CCN(CC1)C)F)=O)CC1=NC=C(C=N1)C#N)OC 2-{[(1R)-1-(4-Chlorophenyl)-7-fluoro-5-[1-(4-fluoro-1-methylpiperidin-4-yl)-1-hydroxypropyl]-1-methoxy-3-oxo-2,3-dihydro-1H-isoindol-2-yl]methyl}pyrimidin-5-carbonitril